P(O)(=O)(OP(=O)(O)OP(=O)(O)O)OC[C@@H]1[C@H](C[C@@](O1)(N1C(=O)NC(=O)C(C)=C1)C1[C@H](O)[C@@H](O)CO1)O L-threofuranosyl-thymidine triphosphate